ClC=1C=C(C=C(C1)NS(=O)(=O)C)NC(=O)C=1SC(=C(C1)C1=NC=C(C=N1)N1CC(C1)(F)F)C N-(3-chloro-5-(methylsulfonamido)phenyl)-4-(5-(3,3-difluoroazetidin-1-yl)pyrimidin-2-yl)-5-methylthiophene-2-carboxamide